CN1N=CC(=C1C)S(=O)(=O)N1CCC(CC1)C=1C=C(C=2N(C1)N=CN2)C 6-(1-((1,5-dimethyl-1H-pyrazol-4-yl)sulfonyl)piperidin-4-yl)-8-methyl-[1,2,4]triazolo[1,5-a]pyridine